CC1=CC(=NC(=C1)C)N 4,6-dimethylpyridine-2-amine